[2-[[(1R,3S)-3-([1,2,4]triazolo[4,3-a]pyridin-3-yl) cyclohexyl] amino]-5-(trifluoromethyl) pyrimidin-4-yl] acetate C(C)(=O)OC1=NC(=NC=C1C(F)(F)F)N[C@H]1C[C@H](CCC1)C1=NN=C2N1C=CC=C2